2-methyl-pyrazole-4-carboxamide CN1N=CC(=C1)C(=O)N